Methyl 4-[[3-(difluoromethyl)-2-fluoro-6-[3-fluoro-2-(trideuteriomethoxy)-4-(trifluoromethoxy)phenoxy]benzoyl]amino]-5-methyl-pyridine-2-carboxylate FC(C=1C(=C(C(=O)NC2=CC(=NC=C2C)C(=O)OC)C(=CC1)OC1=C(C(=C(C=C1)OC(F)(F)F)F)OC([2H])([2H])[2H])F)F